3-(3-(2-fluorophenyl)-4-oxo-3,4-dihydro-phthalazin-1-yl)-N,N-dimethyl-benzenesulphonamide FC1=C(C=CC=C1)N1N=C(C2=CC=CC=C2C1=O)C=1C=C(C=CC1)S(=O)(=O)N(C)C